C(C)OC([C@@H](NC(=O)OCCC)CCOS(=O)(=O)C)=O N-propoxycarbonyl-O-methylsulfonyl-L-homoserine ethyl ester